CN1C(CN(CC1)CCOC1=CC=2N(C=C1)C(=CN2)C2=NC=NC(=C2)NCC2=CC=C(C=C2)C=2C=NN(C2)C)=O 1-methyl-4-[2-({3-[6-({[4-(1-methyl-1H-pyrazol-4-yl)phenyl]methyl}amino)pyrimidin-4-yl]imidazo[1,2-a]pyridin-7-yl}oxy)ethyl]piperazin-2-one